23-amino-17-fluoro-4,20-dimethyl-21-oxa-4,5,10,24-tetraazapentacyclo[20.3.1.02,6.08,13.014,19]hexacosa-1(25),2,5,8(13),9,11,14,16,18,22(26),23-undecaene-3-carbonitrile NC=1C=2OC(C3=CC(=CC=C3C=3C=CN=CC3CC3=NN(C(=C3C(=CN1)C2)C#N)C)F)C